benzyl 4-(1-(tert-butoxycarbonyl)-3,3-difluoro-1,2,3,6-tetrahydropyridin-4-yl)piperazine-1-carboxylate C(C)(C)(C)OC(=O)N1CC(C(=CC1)N1CCN(CC1)C(=O)OCC1=CC=CC=C1)(F)F